4-((5-amino-1-(4-hydroxypyrimidin-2-yl)-3-phenyl-1H-pyrazol-4-yl)methyl)benzenesulfonamide NC1=C(C(=NN1C1=NC=CC(=N1)O)C1=CC=CC=C1)CC1=CC=C(C=C1)S(=O)(=O)N